ClC1=C(C(=CC(=C1)C(C(F)(F)F)(C(F)(F)F)F)Cl)N1N=CC(=C1)C=1C=NC(=C(C(=O)Cl)C1)F 5-(1-(2,6-dichloro-4-(perfluoropropan-2-yl)phenyl)-1H-pyrazol-4-yl)-2-fluoronicotinoyl chloride